C(#N)C1=CC2=C(N=C(S2)NC2=NC=CC(=C2)C(=S)N2CCCC2)C=C1 2-((6-cyanobenzo[d]thiazol-2-yl)amino)-4-(pyrrolidin-1-ylthiocarbonyl)pyridine